Ethyl (E)-3-(4-chloroquinolin-6-yl)acrylate ClC1=CC=NC2=CC=C(C=C12)/C=C/C(=O)OCC